4-(2-bromobenzyloxy)-9H-carbazole BrC1=C(COC2=CC=CC=3NC4=CC=CC=C4C23)C=CC=C1